CC1=C(OC(C(=O)O)C)C=CC(=C1)Cl.N(CCO)CCO Diethanolamine 2-(2-methyl-4-chlorophenoxy)propionate